CN1C=CC2=C1C(NN=C2)=O 1-methyl-1,6-dihydro-7H-pyrrolo[2,3-d]pyridazin-7-one